C(C)(C)[Si](OC1=CC=C(C=C1)C(C)C)(C(C)C)C(C)C Triisopropyl(4-isopropylphenoxy)silane